CNC(C1=NC(=C(C=C1)NC1CN(CC1)CC1=CC=C2C(N(C(NC2=C1)=O)C)=S)C)=O N,6-dimethyl-5-((1-((3-methyl-2-oxo-4-thioxo-1,2,3,4-tetrahydroquinazolin-7-yl)methyl)pyrrolidin-3-yl)amino)picolinamide